OC1(COC1)CC#CC1=CC2=C(OC[C@@H](C(N2C)=O)NC(C(=O)NCCC2=CC=CC=C2)=O)C=C1 (S)-N1-(7-(3-(3-hydroxyoxetan-3-yl)prop-1-yn-1-yl)-5-methyl-4-oxo-2,3,4,5-tetrahydrobenzo[b][1,4]oxazepin-3-yl)-N2-phenethyloxalamide